C(#N)C1=CN=C(S1)C=1C(=CC(=C(C1)NC(=O)C1=CNC(C=C1C(F)(F)F)=O)N1C[C@H](N([C@H](C1)C)C)C)F N-[5-(5-cyano-1,3-thiazol-2-yl)-4-fluoro-2-[(3R,5S)-3,4,5-trimethylpiperazin-1-yl]phenyl]-6-oxo-4-(trifluoromethyl)-1H-pyridine-3-carboxamide